C(CCC)(=O)C1=CC(=C(C=N1)C=1C(N(C2=CC(=NC=C2C1)Cl)CC)=O)C 3-(6-butyryl-4-methylpyridin-3-yl)-7-chloro-1-ethyl-1,6-naphthyridin-2(1H)-one